C(C)ONC(C1=CN=C(C=C1NC1=C(C=C(C=C1)C#C)N(S(=O)(=O)C)C)NC1=NC=CC=N1)=O N-ethoxy-4-((4-ethynyl-2-(N-methylmethanesulfonamido)phenyl)amino)-6-(pyrimidine-2-ylamino)nicotinamide